6-(4-(2-hydroxyethyl)piperazin-1-yl)hexanamide OCCN1CCN(CC1)CCCCCC(=O)N